2-hydroxy-2-methyl-spiro[3.5]nonan-7-yl 4-toluenesulfonate CC1=CC=C(C=C1)S(=O)(=O)OC1CCC2(CC(C2)(C)O)CC1